CN(C)CC1=C(C(=CC(=C1)CN(C)C)CN(C)C)O 2,4,6-tri(dimethylaminomethyl)phenol